ClC1=CC=C(C=C1)C1=C(C[C@]2(CCC[C@H]2C1)C)CO ((3aR,7aS)-6-(4-chlorophenyl)-3a-methyl-2,3,3a,4,7,7a-hexahydro-1H-inden-5-yl)methanol